O[C@H]1[C@@H](N(C1)C(=O)O[C@H]1C[C@H](CC1)C1=CC(=NN1)NC(CC=1C=NC(=CC1)OC)=O)C (1R,3S)-3-(3-{[(6-methoxypyridin-3-yl)acetyl]amino}-1H-pyrazol-5-yl)cyclopentyl (2S,3R)-3-hydroxy-2-methylazetidine-1-carboxylate